CC1=C(N=NC(=C1CNC)S[C@H]1CN(CCC1)C)C1=C(C=C(C=C1)C(F)(F)F)O (R)-2-(4-methyl-5-((methylamino)methyl)-6-((1-methylpiperidin-3-yl)thio)pyridazin-3-yl)-5-(trifluoromethyl)phenol